(S)-N-(2-fluoro-4-vinylphenyl)-N-methyl-3-(6-methyl-4-(trifluoromethyl)pyridin-2-yl)-2-oxooxazolidine-4-carboxamide FC1=C(C=CC(=C1)C=C)N(C(=O)[C@H]1N(C(OC1)=O)C1=NC(=CC(=C1)C(F)(F)F)C)C